3-(2-bromobutanoyl)pyrrole BrC(C(=O)C1=CNC=C1)CC